1-[(5-oxomorpholin-2-yl)methyl]-5-formyl-4-methyl-1H-indole-2-carbonitrile O=C1COC(CN1)CN1C(=CC2=C(C(=CC=C12)C=O)C)C#N